OCCCCOC (2R)-1-hydroxy-4-methoxybutan